O=C[C@@H](O)[C@H](O)[C@@H](O)[C@H](O)C(=O)O Idouronic Acid